ClC1=CC(=C(C=C1)O)C(C1=CC=C(C=C1)[N+](=O)[O-])=O 4-chloro-2-(4-nitrobenzoyl)-phenol